(5R)-5-[(3aR,7S,9aS,11aR)-7-hydroxyl-3a,6,6,9a,11a-pentamethyl-2,3,3a,5,5a,6,7,8,9,9a,11,11a-Dodecahydro-1H-cyclopenta[1,2-a]phenanthrene-1-yl]hexanoic acid methyl ester COC(CCC[C@@H](C)C1CC[C@@]2([C@@]1(CC=C1[C@]3(CC[C@@H](C(C3CC=C21)(C)C)O)C)C)C)=O